hexyl-2-vinyl-naphthalene C(CCCCC)C1=C(C=CC2=CC=CC=C12)C=C